FC=1C=C(C=CC1)[C@@H]1N(C[C@@H](C1)O)C1=NC=2N(C=C1)N=CC2C(=O)NC 5-((2R,4R)-2-(3-fluorophenyl)-4-hydroxypyrrolidin-1-yl)-N-methylpyrazolo[1,5-a]pyrimidine-3-carboxamide